C[C@@H](CC(=O)NC1=CC=C(C=C1)C(F)(F)F)CCC1=CC=CC=C1 (R)-3-methyl-5-phenyl-N-(4-(trifluoromethyl)phenyl)pentanamide